C(C)ONC(C(C)(C)N1C(N(C2=C(C1=O)C(=C(S2)C=2OC=CN2)C)C[C@H](OC2CCOCC2)C2=C(C=CC=C2)OC)=O)=O (R)-N-ethoxy-2-(1-(2-(2-methoxyphenyl)-2-((tetrahydro-2H-pyran-4-yl)oxy)ethyl)-5-methyl-6-(oxazol-2-yl)-2,4-dioxo-1,2-dihydrothieno[2,3-d]pyrimidin-3(4H)-yl)-2-methylpropanamide